(R)-5-(dimethylamino)-2-fluoro-4-(((3-methoxypiperidin-1-yl)sulfonyl)carbamoyl)benzoic acid CN(C=1C(=CC(=C(C(=O)O)C1)F)C(NS(=O)(=O)N1C[C@@H](CCC1)OC)=O)C